F\C(\C(=O)O)=C/C1=NOC=C1 (Z)-2-fluoro-3-(isoxazol-3-yl)acrylic acid